ClCC(CCCl)=O 1,4-dichloro-2-butanone